C1(CC1)C(COC)N1CC2=CC=CC(=C2C1=O)NC(=O)C1=C2C(=NC=C1)CCC2 N-(2-(1-cyclopropyl-2-methoxyethyl)-3-oxoisoindolin-4-yl)-6,7-dihydro-5H-cyclopenta[b]pyridine-4-carboxamide